(R)-2,6-di-tert-butyl-4-(hydroxy(p-tolyl)methyl)phenol C(C)(C)(C)C1=C(C(=CC(=C1)[C@@H](C1=CC=C(C=C1)C)O)C(C)(C)C)O